(3R,8S)-11,11-Difluoro-N-(4-fluoro-3-(trifluoromethyl)phenyl)-8-hydroxy-3-methyl-3,4,8,9,10,11-hexahydro-1H-pyrido[4',3':3,4]pyrazolo[1,5-a]azepine-2(7H)-carboxamide FC1(C=2N(C[C@H](CC1)O)N=C1C2CN([C@@H](C1)C)C(=O)NC1=CC(=C(C=C1)F)C(F)(F)F)F